2-(2-(3,4-dihydroquinolin-1(2H)-yl)-2-oxoethyl)-6-(4-ethoxyphenyl)pyridazin-3(2H)-one N1(CCCC2=CC=CC=C12)C(CN1N=C(C=CC1=O)C1=CC=C(C=C1)OCC)=O